CN1C([C@@H]2NCC[C@@H]2C1)=O (3aR,6aR)-5-methylhexahydropyrrolo[3,4-b]pyrrol-6(1H)-one